OC1CN(C1)C(=O)N 3-hydroxyazetidine-1-carboxamide